magnesium aluminum iron cobalt zinc [Zn].[Co].[Fe].[Al].[Mg]